triethylphosphonic acid aluminium [Al].C(C)OP(OCC)(=O)CC